6-(ethoxycarbonyl)-2-methylquinoline 1-oxide C(C)OC(=O)C=1C=C2C=CC(=[N+](C2=CC1)[O-])C